C(CC)C1(C=CC=C1)[Zr](N(C)C)(N(C)C)N(C)C n-propylcyclopentadienyl-tri(dimethylamino)zirconium